(2-(oxetan-3-yloxy)pyridin-4-yl)methylamine O1CC(C1)OC1=NC=CC(=C1)CN